(1-(8-azabicyclo[3.2.1]oct-3-yl)-1H-pyrazol-4-yl)-8-chloro-7-((2-methyl-1H-benzo[d]imidazol-6-yl)oxy)quinoxaline C12CC(CC(CC1)N2)N2N=CC(=C2)C2=NC1=C(C(=CC=C1N=C2)OC=2C=CC1=C(NC(=N1)C)C2)Cl